C(CCCCCCCCCCC)C(C(O)CO)OC(C(O)CO)CCCCCCCCCCCC 1-dodecylglyceryl ether